(R)-2-chloro-M-(4-chloro-3-(pyridin-2-yl)phenyl)-N4-(2-hydroxypropyl)terephthalamide ClC1=C(C(=O)N)C=CC(=C1C1=CC(=C(C=C1)Cl)C1=NC=CC=C1)C(=O)NC[C@@H](C)O